N1(CCNCC1)C=1C2=C(N=CN1)SC=C2 4-(piperazin-1-yl)thieno[2,3-d]pyrimidine